N,N-bis(4-ethylphenyl)aniline C(C)C1=CC=C(C=C1)N(C1=CC=CC=C1)C1=CC=C(C=C1)CC